FC1=C(C(=CC=C1)F)C=1NC2=C(C3=C(N1)C(=NN3)C)C=C(N=C2C)N2CCN(CC2)CC(F)(F)F 5-(2,6-difluorophenyl)-3,7-dimethyl-9-(4-(2,2,2-trifluoroethyl)piperazin-1-yl)-1,6-dihydropyrazolo[4,3-d]pyrido[4,3-f][1,3]diazepine